4,4,7-Trifluorochroman FC1(CCOC2=CC(=CC=C12)F)F